(S)-methyl (2S)-3-[(tert-butyldimethylsilyl) oxy]-2-[1-oxo-6-(4,4,5,5-tetramethyl-1,3,2-dioxaborolan-2-yl)-2,3-dihydro-1H-isoindol-2-yl]Propionate [Si](C)(C)(C(C)(C)C)OC[C@@H](C(=O)OC)N1C(C2=CC(=CC=C2C1)B1OC(C(O1)(C)C)(C)C)=O